benzyl 4-(4-iodophenyl)sulfonylpiperazine-1-carboxylate IC1=CC=C(C=C1)S(=O)(=O)N1CCN(CC1)C(=O)OCC1=CC=CC=C1